C(C)(C)(C)OC(NCCOCCOCCC#C)=O N-[2-(2-but-3-ynyloxyethoxy)ethyl]carbamic acid tert-butyl ester